FC1=C2C(=NC=3N(C2=CC=C1)C(=NN3)C)N3CCOCC1=C3C=CN=C1C#CC1(CC1)C(F)(F)F 1-(6-fluoro-1-methyl-[1,2,4]triazolo[4,3-a]quinazolin-5-yl)-6-((1-(trifluoromethyl)cyclopropyl)ethynyl)-1,2,3,5-tetrahydropyrido[4,3-e][1,4]oxazepine